tert-butyl (3S,4S)-4-(2-(5-cyclopropyl-4-fluoro-3,3-dimethyl-2-oxoindolin-1-yl)acetamido)-3-methylpentanoate C1(CC1)C=1C(=C2C(C(N(C2=CC1)CC(=O)N[C@H]([C@H](CC(=O)OC(C)(C)C)C)C)=O)(C)C)F